(S)-ethyl 8-(2-amino-6-((R)-2,2,2-trifluoro-1-(3'-fluoro-4'-isopropoxy-3-(3-methyl-1H-pyrazol-1-yl)-[1,1'-biphenyl]-4-yl)ethoxy)pyrimidin-4-yl)-2,8-diazaspiro[4.5]decane-3-carboxylate NC1=NC(=CC(=N1)N1CCC2(C[C@H](NC2)C(=O)OCC)CC1)O[C@@H](C(F)(F)F)C1=C(C=C(C=C1)C1=CC(=C(C=C1)OC(C)C)F)N1N=C(C=C1)C